C1(CC1)C=1C(=NSC1C(=O)OCC)C=1C=NC=C(C1)C ethyl 4-cyclopropyl-3-(5-methylpyridin-3-yl)-1,2-thiazole-5-carboxylate